(5-(5-chloro-2-methoxypyridin-4-yl)-1H-pyrazole-3-carbonyl)-4-hydroxypiperidine-4-carboxylic acid methyl ester COC(=O)C1(CCN(CC1)C(=O)C1=NNC(=C1)C1=CC(=NC=C1Cl)OC)O